Benzyl 6-({2-[(α-L-fucopyranosyl)oxy]ethyl}amino)-6-oxohexanoate [C@@H]1([C@@H](O)[C@H](O)[C@H](O)[C@@H](O1)C)OCCNC(CCCCC(=O)OCC1=CC=CC=C1)=O